2-(5-bromo-4-chloronaphthalen-2-yl)-4,4,5,5-tetramethyl-1,3,2-dioxaborolane BrC1=C2C(=CC(=CC2=CC=C1)B1OC(C(O1)(C)C)(C)C)Cl